N[C@H]1[C@@H]2[C@H](N([C@H]1COC1CCC(CC1)C1=CC(=CC=C1)F)C(=O)OC)CCC2 methyl (2R,3S,3aR,6aR)-3-amino-2-((((1s,4S)-4-(3-fluorophenyl)cyclohexyl)-oxy)methyl)hexahydrocyclopenta[b]pyrrole-1(2H)-carboxylate